CC=CC1=CC=CC=C1.[O].[O] dioxygen methyl-styrene